2-(4-(3-cyano-4-((2-cyanophenyl)thio)pyrazolo[1,5-a]pyridin-6-yl)-1H-pyrazol-1-yl)acetic acid C(#N)C=1C=NN2C1C(=CC(=C2)C=2C=NN(C2)CC(=O)O)SC2=C(C=CC=C2)C#N